lauroyl-methyl-β-alanine sodium [Na].C(CCCCCCCCCCC)(=O)N(CCC(=O)O)C